6-(6-ethoxypyridin-3-yl)-N-(7-fluoro-4-methoxy-1-methyl-1H-indol-2-yl)pyrazine-2-carboxamide C(C)OC1=CC=C(C=N1)C1=CN=CC(=N1)C(=O)NC=1N(C2=C(C=CC(=C2C1)OC)F)C